C(C)NC(C(CC[C@@H](C(=O)NC=1C(N(C=CC1)CC(=O)NC1C2CC3CC(CC1C3)C2)=O)NC(=O)C2=C(N=C(S2)C(F)(F)F)C)=O)=O (S)-N1-ethyl-N6-(1-(2-(2-adamantylamino)-2-oxoethyl)-2-oxo-1,2-dihydropyridin-3-yl)-5-(4-methyl-2-(trifluoromethyl)thiazole-5-carboxamido)-2-oxohexanediamide